FC(CCCCCCCCCCCCCCCCCC[C@H](COC(C1=CC=CC=C1)(C1=CC=CC=C1)C1=CC=CC=C1)O)(F)F (2R)-21,21,21-trifluoro-1-trityloxy-henicosan-2-ol